C1(=NC=CC2=CC=CC=C12)CN(CCCCNC(OC(C)(C)C)=O)C1CCCC=2C=CC=NC12 tert-Butyl (4-((isoquinolin-1-ylmethyl)(5,6,7,8-tetrahydroquinolin-8-yl) amino) butyl)carbamate